ClC=1C=C(C=CC1F)C(=O)C=1N(C(=C(N1)SC)C)COCC[Si](C)(C)C (3-chloro-4-fluorophenyl)(5-methyl-4-(methylthio)-1-((2-(trimethylsilyl)ethoxy)methyl)-1H-imidazol-2-yl)methanone